FC(CCOC(NC12CC3(CC(CC(C1)C3)C2)NC(=O)C2=NC(=CC=C2)C)=O)(F)F {3-[(6-Methyl-pyridine-2-carbonyl)-amino]-adamantan-1-yl}-carbamic acid 3,3,3-trifluoro-propyl ester